zinc-zinc sulfide [S-2].[Zn+2].[Zn+2].[S-2]